C1(=CC=CC=C1)CCNC(=O)C=1N=CNC1 N-(2-phenylethyl)-1H-imidazole-4-carboxamide